C(CCC)OC(C(C(=O)OCCCC)CCC1=CC=CC=C1)=O phenethyl-malonic acid dibutyl ester